6-[7-fluoro-2-(4-piperidyl)indazol-5-yl]quinoline FC1=CC(=CC2=CN(N=C12)C1CCNCC1)C=1C=C2C=CC=NC2=CC1